N-((2-(6-(8-(dimethylamino)-5-azaspiro[2.5]octan-5-yl)pyridin-2-yl)-1,6-naphthyridin-7-yl)methyl)-4-methyl-3-(methylsulfonyl)benzamide CN(C1CCN(CC12CC2)C2=CC=CC(=N2)C2=NC1=CC(=NC=C1C=C2)CNC(C2=CC(=C(C=C2)C)S(=O)(=O)C)=O)C